butyl (4-(2-(4-(4-((2,6-dioxopiperidin-3-yl)(methyl)amino)-2-fluorophenyl)piperazin-1-yl)ethyl)piperidin-1-yl)carbamate O=C1NC(CCC1N(C1=CC(=C(C=C1)N1CCN(CC1)CCC1CCN(CC1)NC(OCCCC)=O)F)C)=O